[(2S)-4-[6-chloro-5-(trifluoromethyl)pyridazin-3-yl]morpholin-2-yl]methanol ClC1=C(C=C(N=N1)N1C[C@H](OCC1)CO)C(F)(F)F